BrC1=CC=C(C(=C1COCC(=O)N(C)OC)F)F 2-[(6-bromo-2,3-difluorophenyl)methoxy]-N-methoxy-N-methylacetamide